C(CCCCCCCCCCCC=CCCC)(=O)[O-].[Zn+2].C(CCCCCCCCCCCC=CCCC)(=O)[O-] Zinc 13-heptadecenate